FC(C1=C(C=C(C(=C1C(=O)O)C(=O)O)C(F)(F)F)C1=C(C(=C(C(=C1)C(F)(F)F)C(=O)O)C(=O)O)C(F)(F)F)(F)F 2,2',5,5'-tetrakis(trifluoromethyl)-3,3',4,4'-tetracarboxybiphenyl